perfluoro-1,2-dimethyladamantane FC1(C2(C(C3(C(C(C(C1(C3(F)F)F)(F)F)(C2(F)F)F)(F)F)F)(F)F)C(F)(F)F)C(F)(F)F